cis-9-trans-12-tetradecadienyl alcohol acetate C(C)(=O)OC(CCCCCCC\C=C/C=C)CC